N-(triethoxysilylpropyl)urea CCO[Si](CCCNC(=O)N)(OCC)OCC